ClC=1C=CC2=C(C=C(O2)C(C(=O)N)(F)F)C1 2-(5-chlorobenzofuran-2-yl)-2,2-difluoroacetamide